ClC1=CN=C(C=C1C(=O)O)C1=NC(=NC=C1)C(C)(C)O 5-Chloro-2-(2-(2-hydroxy-prop-2-yl)pyrimidin-4-yl)isonicotinic acid